BrC1=CC=C(C=C1)NC(NCC(=O)N[C@H](C(=O)O)CC(C)C)=O (S)-2-(2-(3-(4-bromophenyl)ureido)acetamido)-4-methyl-pentanoic acid